C/C(=C\\C=C\\C1=[N+](C2=C(C1(C)C)C=C(C=C2)S(=O)(=O)[O-])CCS(=O)(=O)[O-])/C=C/C=C/3\\C(C4=C(N3CCS(=O)(=O)[O-])C=CC(=C4)S(=O)(=O)[O-])(C)C.[Na+].[Na+].[Na+] The molecule is an organic sodium salt which is the trisodium salt of tetrasulfocyanine acid. It is an in vivo near-IR fluorescent probe for tumour imaging. It has a role as a fluorescent probe. It contains a tetrasulfocyanine(3-).